N,N'-bis(salicylidene)propylenediamine sodium hydroxide HCl hydrogen chloride Cl.Cl.[OH-].[Na+].C(C=1C(O)=CC=CC1)=NCC(C)N=CC=1C(O)=CC=CC1